Benzyl (3R,4S)-4-[tert-butoxycarbonyl(methyl)amino]-3-fluoro-piperidine-1-carboxylate C(C)(C)(C)OC(=O)N([C@@H]1[C@@H](CN(CC1)C(=O)OCC1=CC=CC=C1)F)C